7-methyl-[1,2,4]triazolo[1,5-a]pyridin CC1=CC=2N(C=C1)N=CN2